N1C(=NC2=C1C=CC=C2)C=O 1H-1,3-Benzodiazole-2-carbaldehyde